ClC1=C(OC(C(=O)OCC)(C)C)C(=CC(=C1)CN1N=CN(C1=O)C1=CC=C(C=C1)C(F)(F)F)Cl Ethyl 2-(2,6-dichloro-4-((5-oxo-4-(4-(trifluoromethyl) phenyl)-4,5-dihydro-1H-1,2,4-triazol-1-yl)methyl)phenoxy)-2-methylpropionate